1-(4-(5-(difluoromethyl)-1,3,4-oxadiazole-2-yl)-2-fluorobenzyl)-5,6-difluoro-3-(1-(oxetan-3-yl)piperidine-4-yl)-1,3-dihydro-2H-benzo[d]imidazole-2-one FC(C1=NN=C(O1)C1=CC(=C(CN2C(N(C3=C2C=C(C(=C3)F)F)C3CCN(CC3)C3COC3)=O)C=C1)F)F